FC=1C=C(C=CC1OC1=CC=NC2=CC(=C(N=C12)OC)C)NC(=O)C=1C(=NC(=C(C1O)C1=C(C=C(C=C1)F)C)C)COC N-[3-fluoro-4-[(6-methoxy-7-methyl-1,5-naphthyridin-4-yl)oxy]phenyl]-5-(4-fluoro-2-methylphenyl)-4-hydroxy-2-(methoxymethyl)-6-methylpyridine-3-carboxamide